C(C)C1=NNC(C2=C1OC=C2)=O 7-ethyl-5H-furo[2,3-d]pyridazin-4-one